Furano[3,2-c]Pyridine-7-carboxylic acid O1C=CC=2C=NC=C(C21)C(=O)O